5-(cyclohexylmethyl)-2-methyl-4-((2-(trifluoromethyl)pyridin-4-yl)methyl)-2,4-dihydro-3H-1,2,4-triazol-3-one C1(CCCCC1)CC=1N(C(N(N1)C)=O)CC1=CC(=NC=C1)C(F)(F)F